N-((5-fluoro-2,3-dihydrobenzofuran-4-yl)methyl)-8-(furan-2-yl)-[1,2,4]triazolo[4,3-c]pyrimidin-5-amine FC=1C=CC2=C(CCO2)C1CNC1=NC=C(C=2N1C=NN2)C=2OC=CC2